O=C1C(NC2=CC=CC=C12)(C1=CC=CC=C1)C1=CNC=2C=CC=C(C12)C#N 3-(3-oxo-2-phenylindol-2-yl)-1H-indole-4-carbonitrile